C(C)(C)(C)OC(=O)N[C@H](CC(=O)O)CC1=C(C=C(C(=C1)F)F)F (S)-3-((tert-butoxycarbonyl)amino)-4-(2,4,5-trifluorophenyl)butanoic acid